C(C)OC(CCC)(CC)C=1N=C(C2=C(N1)OC(=C2C(=O)N)C)NC2(CC2)C (4-Ethyloxyhexane-4-yl)-6-methyl-4-[(1-methylcyclopropyl)amino]furo[2,3-d]pyrimidine-5-carboxamide